C(C)(C)(C)C1=NC(=NO1)C(=O)NCC1=C(C=C(C=C1)C1=NC=NN2C1=CC(=C2)CCN2CCC(CC2)C2=CC=C(C=C2)C2C(NC(CC2)=O)=O)C 5-tert-butyl-N-[[4-[6-[2-[4-[4-(2,6-dioxo-3-piperidyl)phenyl]-1-piperidyl]ethyl]pyrrolo[2,1-f][1,2,4]triazin-4-yl]-2-methyl-phenyl]methyl]-1,2,4-oxadiazole-3-carboxamide